N=1C=CN2C1CN(CC2)CC(=O)NC=2C=C(C(=NC2)C)NC(=O)C2=NN=C1N2C=CC(=C1)C=1C=NN(C1)C N-(5-(2-(5,6-dihydroimidazo[1,2-a]pyrazin-7(8H)-yl)acetamido)-2-methylpyridin-3-yl)-7-(1-methyl-1H-pyrazol-4-yl)-[1,2,4]triazolo[4,3-a]pyridine-3-carboxamide